7-(5-(5-((1R,5s,8s)-8-amino-3-azabicyclo[3.2.1]oct-3-yl)-1,3,4-thiadiazol-2-yl)-4-(isopropylamino)pyridin-2-yl)pyrrolo[1,2-b]pyridazine-3-carbonitrile hydrochloride Cl.NC1[C@H]2CN(C[C@@H]1CC2)C2=NN=C(S2)C=2C(=CC(=NC2)C2=CC=C1N2N=CC(=C1)C#N)NC(C)C